5-(4-cyclopropylphenyl)-3-(ethylsulfanyl)pyridine-2-carboxylic acid C1(CC1)C1=CC=C(C=C1)C=1C=C(C(=NC1)C(=O)O)SCC